lithium mono-oxalate borate B([O-])(O)O.C(C(=O)O)(=O)O.[Li+]